FC1=CC=C(C=C1)[C@@H]1N(CCC2=CC=CC=C12)C(=O)N (S)-1-(4-fluorophenyl)-1,2,3,4-tetrahydroisoquinolin-2-carboxamide